FC1=C(C=CC=C1)C1=CN(C=2N=CN=C(C21)N2[C@@H](CNCC2)C)C=2C=C(C#N)C=CN2 (R)-2-(5-(2-fluorophenyl)-4-(2-methylpiperazin-1-yl)-7H-pyrrolo[2,3-d]pyrimidin-7-yl)isonicotinonitrile